7-ethynyl-1H,2H,3H-pyrido[2,3-b][1,4]oxazin-2-one C(#C)C1=CC2=C(OCC(N2)=O)N=C1